C(CCCCCCCC(=O)OCCCCCCCC(C)C)(=O)OCCCCCCCC(C)C di(isodecyl) azelate